Dimethyl 4-(bromomethyl)-5-fluorophthalate BrCC=1C=C(C(C(=O)OC)=CC1F)C(=O)OC